OCC(C)N1N=C(C2=C1C=NN(C2=O)CC2=CC=C(C=C2)OC)C(F)(F)F 1-(1-hydroxy-prop-2-yl)-5-(4-methoxybenzyl)-3-(trifluoromethyl)-1,5-dihydro-4H-pyrazolo[3,4-d]pyridazin-4-one